N=1C=NN2C1C=CC(=C2)C=2C=CN1N=C(N=C(C12)OC([2H])([2H])[2H])NC1CCC2(CN(C2)C(C([2H])([2H])[2H])=O)CC1 1-(7-((5-([1,2,4]triazolo[1,5-a]pyridin-6-yl)-4-(methoxy-d3)pyrrolo[2,1-f][1,2,4]triazin-2-yl)amino)-2-azaspiro[3.5]nonan-2-yl)ethan-1-one-2,2,2-d3